tert-butyl N-[(3S)-1-(5-methylpyrazin-2-yl)piperidin-3-yl]carbamate CC=1N=CC(=NC1)N1C[C@H](CCC1)NC(OC(C)(C)C)=O